BrC=1C(=CC(=NC1)Cl)N1C(C2=C(C=C1)N(N=C2)CC2=C(C=CC=C2)Cl)=O 5-(5-bromo-2-chloropyridin-4-yl)-1-(2-chlorobenzyl)-1,5-dihydro-4H-pyrazolo[4,3-c]pyridin-4-one